Cl.ClC=1C=CC(=C(C1)C1=CC(=C(N=N1)C)NC1=CC(=NC=C1)NC(CCN1C2CN(C(C1)C2)C)=O)F N-(4-{[6-(5-Chloro-2-Fluorophenyl)-3-Methylpyridazin-4-yl]Amino}Pyridin-2-yl)-3-{5-Methyl-2,5-Diazabicyclo[2.2.1]Heptan-2-yl}Propanamid hydrochlorid